CC1CCC(N(C1)C(C(=O)O)=O)C1=CC2=CN(N=C2C=C1)C 2-(5-Methyl-2-(2-methyl-2H-indazol-5-yl)piperidin-1-yl)-2-oxoacetic acid